C(C(=C)C)(=O)O.C(C(=C)C)(=O)O.NC(=O)N.NC(=O)N bis-urea dimethacrylate